(S)-2-amino-4-(methylthio)butan-1-ol benzyl-4-(chloromethyl)-3,6-dihydropyridine-1(2H)-carboxylate C(C1=CC=CC=C1)C1N(CC=C(C1)CCl)C(=O)OC[C@H](CCSC)N